4,4-dimethyl-2-(morpholinomethyl)-2-phenyl-5-(4-methoxyphenyl)-3,4-dihydropyrrole CC1(CC(N=C1C1=CC=C(C=C1)OC)(C1=CC=CC=C1)CN1CCOCC1)C